N=1ON=C2C1C=CC=C2S(=O)(=O)Cl benzo[c][1,2,5]oxadiazole-4-sulfonyl chloride